benzyl (1-(((R)-(2-((S)-((tert-butoxycarbonyl)amino)(4,4-difluorocyclohexyl)methyl)imidazo[1,2-b]pyridazin-7-yl)(cyclopropyl)methyl)amino)-4,4,4-trifluorobutan-2-yl)carbamate C(C)(C)(C)OC(=O)N[C@H](C=1N=C2N(N=CC(=C2)[C@@H](C2CC2)NCC(CC(F)(F)F)NC(OCC2=CC=CC=C2)=O)C1)C1CCC(CC1)(F)F